C(C)(C)N(C=CC)C(C)C N,N-diisopropyl-N-propenyl-amine